C(C)(C)(C)[C@@]1(N([C@@H](CC2=C1NC1=CC=CC=C21)C)CC(CO[Si](C2=CC=CC=C2)(C2=CC=CC=C2)C(C)(C)C)(F)F)C2=CN=C(S2)Br tert-butyl-(1S,3R)-1-(2-bromothiazol-5-yl)-2-(3-((tert-butyldiphenylsilyl)oxy)-2,2-difluoropropyl)-3-methyl-1,2,3,4-tetrahydro-9H-pyrido[3,4-b]indole